O=C1N(C2C=C(CN1C2)N2N=C(C=C2)NC(=O)C=2SC=CN2)OS(=O)(=O)[O-] {7-oxo-3-[3-(thiazole-2-carbonylamino)pyrazol-1-yl]-1,6-diazabicyclo[3.2.1]oct-3-en-6-yl}-sulfate